COC1=NC=CC(=N1)B(O)O 2-METHOXYPYRIMIDINE-4-BORONIC ACID